3-[4-(9H-purin-6-yloxy)bicyclo[2.2.1]hept-1-yl]-1-[5-(trifluoromethyl)-3-pyridinyl]-2,4-imidazolidinedione N1=CN=C2NC=NC2=C1OC12CCC(CC1)(C2)N2C(N(CC2=O)C=2C=NC=C(C2)C(F)(F)F)=O